BrC=1C=CC(=C(CN2CCC2)C1)OC1CCOCC1 1-(5-bromo-2-((tetrahydro-2H-pyran-4-yl)oxy)benzyl)azetidine